C(C)[N+](CCOCCOC)(CC)CC triethyl-(methoxyethoxyethyl)ammonium